O=C1N(C2CCC1C2)C=2C=C1C=C(N=CC1=CC2)NC(=O)C2CC2 N-(6-(3-oxo-2-azabicyclo[2.2.1]hept-2-yl)isoquinolin-3-yl)cyclopropanecarboxamide